(4R)-4-benzyloxazolidin-2-one C(C1=CC=CC=C1)[C@H]1NC(OC1)=O